ClCC=1SC(=NN1)C(F)(F)F 2-(chloro-methyl)-5-(trifluoro-methyl)-1,3,4-thiadiazole